C(C1=CC=CC=C1)N1C(=CC(=C1)C1=C(C=CC(=C1)F)F)[C@@H](C(C)(C)C)N(CCCNC(OCC[Si](C)(C)C)=O)C(CCl)=O 2-(trimethylsilyl)ethyl {3-[{(1R)-1-[1-benzyl-4-(2,5-difluorophenyl)-1H-pyrrol-2-yl]-2,2-dimethylpropyl}(chloroacetyl)amino]propyl}carbamate